ClC=1C=C(NC2(CCC3(C(CC4=CC=CC=C34)CCCOC=3C4=C(N=CN3)C=CS4)CC2)C(=O)O)C=CC1 (1r,4r)-4-(3-chloroanilino)-2'-{3-[(thieno[3,2-d]pyrimidin-4-yl)oxy]propyl}-2',3'-dihydrospiro[cyclohexane-1,1'-indene]-4-carboxylic acid